5-((2-amino-3-fluoropyridin-4-yl)methyl)-3,4-difluoro-2-(2-fluoro-4-methoxyphenyl)benzoic acid hydrochloride Cl.NC1=NC=CC(=C1F)CC=1C(=C(C(=C(C(=O)O)C1)C1=C(C=C(C=C1)OC)F)F)F